3-(5-chloro-2,3-dihydrobenzofuran-4-yl)-5-(2,6-difluorophenyl)-4-methyl-4H-1,2,4-triazole ClC=1C=CC2=C(CCO2)C1C1=NN=C(N1C)C1=C(C=CC=C1F)F